BrC1=C(C(=C(C=C1)F)N)N 3-bromo-6-fluoro-benzene-1,2-diamine